5-norbornene-2,3-dicarboximide triflate OS(=O)(=O)C(F)(F)F.C12C3C(C(C=C1)C2)C(NC3=O)=O